C(C)(C)(C)OC(NC1=CC2=C(S1)C=CC=C2C2=C(C=C1C(=NC(=NC1=C2F)SC)OC(C)(C)C)C(F)(F)F)=O (4-(4-(tert-butoxy)-8-fluoro-2-(methylthio)-6-(trifluoromethyl)quinazolin-7-yl)benzo[b]thiophen-2-yl)carbamic acid tert-butyl ester